COC([C@@H](NC([C@H](C1=CC=C(C=C1)OC)N(C)C(=O)OC(C)(C)C)=O)C)=O ((S)-2-((tert-Butoxycarbonyl)(methyl)amino)-2-(4-methoxyphenyl)acetyl)-L-alanine methyl ester